tert-Butyl 3-[4-(4-amino-2-sulfamoylphenyl)-1H-pyrazol-1-yl]azetidine-1-carboxylate NC1=CC(=C(C=C1)C=1C=NN(C1)C1CN(C1)C(=O)OC(C)(C)C)S(N)(=O)=O